androstane C[C@@]12CCC[C@H]1[C@@H]1CCC3CCCC[C@]3(C)[C@H]1CC2